COC([C@@H](CC1=CC(=C(C(=C1)F)O)Cl)N)=O.COC([C@@H](CC1=C(C(=C(C=C1)OC)OC)Cl)N)=O (2R)-2-amino-3-(2-chloro-3,4-dimethoxyphenyl)propionic acid methyl ester methyl-(2R)-2-amino-3-(3-chloro-5-fluoro-4-hydroxyphenyl)propionate